[N+](=O)([O-])C1=CC(=CC2=C1OCCO2)CO (8-Nitro-2,3-dihydrobenzo[b]-[1,4]dioxin-6-yl)methanol